CN(CCCN1CN(CN(C1)CCCN(C)C)CCCN(C)C)C 1,3,5-tris-(3-[dimethyl-amino]propyl)-hexahydro-1,3,5-triazine